N12CCCN(CCC1)CCC2 1,5-diazabicyclo[3.3.3]undecane